1-(tert-butyl) 2-methyl (2S,3S,4S)-3-allyl-4-hydroxypyrrolidine-1,2-dicarboxylate C(C=C)[C@H]1[C@H](N(C[C@H]1O)C(=O)OC(C)(C)C)C(=O)OC